tert-butyl 4-[8-(4-hydroxybutyl)-2-methylsulfanyl-7-oxo-pyrido[2,3-d]pyrimidin-6-yl]-8-methyl-2,3-dihydroquinoxaline-1-carboxylate OCCCCN1C(C(=CC2=C1N=C(N=C2)SC)N2CCN(C1=C(C=CC=C21)C)C(=O)OC(C)(C)C)=O